C12CN(CC2C1)C1=NC2=C(C=C(C=C2C(N1OC)=O)C)C(C)NC=1C(=NC(=CC1)Cl)C(=O)O 3-((1-(2-(3-Azabicyclo[3.1.0]hexan-3-yl)-3-methoxy-6-methyl-4-oxo-3,4-dihydroquinazolin-8-yl)ethyl)amino)-6-chloropicolinic acid